NC=1N=NC(=CC1N1CCCC(C1)(F)F)C1=C(C=CC=C1)O 1-(3-Amino-6-(2-hydroxyphenyl)pyridazin-4-yl)-5,5-difluoropiperidin